(1S,3aS,6aR)-N-((R)-4-hydroxy-3-oxo-1-((R)-2-oxopyrrolidin-3-yl)butan-2-yl)-2-((R)-5-oxo-2-phenylpyrrolidine-2-carbonyl)octahydrocyclopenta[c]pyrrole-1-carboxamide OCC([C@@H](C[C@@H]1C(NCC1)=O)NC(=O)[C@H]1N(C[C@@H]2[C@H]1CCC2)C(=O)[C@]2(NC(CC2)=O)C2=CC=CC=C2)=O